(Z)-2-((3-benzyl-5-(3-nitrophenyl)pyrazin-2-yl)amino)-3-(furan-2-yl)acrylic acid C(C1=CC=CC=C1)C=1C(=NC=C(N1)C1=CC(=CC=C1)[N+](=O)[O-])N\C(\C(=O)O)=C/C=1OC=CC1